N''-{1,4,7-triazecane-1,4,7-triyltris[methylene(2-hydroxy-5-methyl-3,1-phenylene)]}tris(2,3-dihydroxypropanamide) N1(CCN(CCN(CCC1)CC=1C(=C(C=C(C1)C)C(C(=O)N)(CO)O)O)CC=1C(=C(C=C(C1)C)C(C(=O)N)(CO)O)O)CC=1C(=C(C=C(C1)C)C(C(=O)N)(CO)O)O